FC([C@@H](C=1N=CNC1)N1C(N=C(C2=C1N=C(C=C2)C(F)(F)F)N(C)C)=O)F (R)-1-(2,2-difluoro-1-(1H-imidazol-4-yl)ethyl)-4-(dimethylamino)-7-(trifluoromethyl)pyrido[2,3-d]pyrimidin-2(1H)-one